tert-butyl (1,3-dioxoisoindolin-2-yl)(2,2-difluoroethyl)carbamate O=C1N(C(C2=CC=CC=C12)=O)N(C(OC(C)(C)C)=O)CC(F)F